3-FLUORO-5-METHYLPHENYLBORONIC ACID FC=1C=C(C=C(C1)C)B(O)O